barium strontium sulfate salt S(=O)(=O)([O-])[O-].[Sr+2].[Ba+2].S(=O)(=O)([O-])[O-]